C1CCCCCCCCCC1 Cycloundecane